C(C=C)(=O)O.C(C=C)(=O)OCC1CCCCC1 cyclohexylmethyl acrylate acrylate